ClC1=NC2=C(C(=C(N=C2C(=C1Br)I)Cl)Br)I 2,6-dichloro-3,7-dibromo-4,8-diiodio-1,5-naphthyridine